CC1C(CCC1C)[Si](OC)(OC)C1C(C(CC1)C)C bis(2,3-dimethylcyclopentyl)dimethoxysilane